thiopropionic acid ethyl ester C(C)OC(CC)=S